2-(3-Pyridyl)acetic acid N1=CC(=CC=C1)CC(=O)O